COC1=NC=CC2=C1CC(N2C(=O)OC(C)(C)C)C(=O)OCC 1-(tert-butyl) 2-ethyl 4-methoxy-2,3-dihydro-1H-pyrrolo[3,2-c]pyridine-1,2-dicarboxylate